2,2'-methylenebis[(4R,5S)-4,5-diphenyl-2-oxazoline] C(C=1O[C@H]([C@H](N1)C1=CC=CC=C1)C1=CC=CC=C1)C=1O[C@H]([C@H](N1)C1=CC=CC=C1)C1=CC=CC=C1